N2-[2,2-difluoro-7-(2,3,4,7-tetrahydro-1H-azepin-5-yl)-1,3-benzodioxol-5-yl]-N4,6-dimethyl-pyrimidine-2,4-diamine FC1(OC2=C(O1)C(=CC(=C2)NC2=NC(=CC(=N2)NC)C)C=2CCCNCC2)F